2-(2-Chloropyridin-3-yl)acetonitrile ClC1=NC=CC=C1CC#N